diurea dimethacrylate C(C(=C)C)(=O)O.C(C(=C)C)(=O)O.NC(=O)N.NC(=O)N